2-[[8-[4-amino-3-(trifluoromethoxy)phenyl]-3-oxo-1H-benzo[e]isoindol-2-yl]methyl]prop-2-enamide NC1=C(C=C(C=C1)C=1C=CC2=C(C=3CN(C(C3C=C2)=O)CC(C(=O)N)=C)C1)OC(F)(F)F